BrC=1C=C2N(CC(NC2=C(C1C(=O)C1=C(C=CC(=C1)F)Cl)Br)=O)CC(F)(F)F 6,8-dibromo-7-[(2-chloro-5-fluorophenyl)carbonyl]-4-(2,2,2-trifluoroethyl)-1,2,3,4-tetrahydroquinoxalin-2-one